tert-butyl (2R,4R)-4-(5-(5-cyano-2-cyclopropoxyphenyl) oxazole-2-carboxamido)-2-(methoxymethyl)pyrrolidine-1-carboxylate C(#N)C=1C=CC(=C(C1)C1=CN=C(O1)C(=O)N[C@@H]1C[C@@H](N(C1)C(=O)OC(C)(C)C)COC)OC1CC1